4-((phenoxycarbonyl)amino)thiophene-2,3-dicarboxylic acid methyl ester COC(=O)C=1SC=C(C1C(=O)O)NC(=O)OC1=CC=CC=C1